N-(3-((7-(cyclopropylamino)pyrimido[4,5-d]pyrimidin-4-yl)amino)-4-methylphenyl)-3-(trifluoromethyl)benzamide C1(CC1)NC1=NC=C2C(=N1)N=CN=C2NC=2C=C(C=CC2C)NC(C2=CC(=CC=C2)C(F)(F)F)=O